C(=O)(O)C=1C(=C(C(=O)NC2=C(C=CC(=N2)C(=O)O)C(=O)O)C=C(C1)O)O 6-(3-carboxy-2,5-dihydroxybenzamido)pyridine-2,5-dicarboxylic acid